CC1(CC1)[C@]1(C(NC(N1)=O)=O)CCC(N1CC2=CC=C(C=C2C1)C(F)(F)F)=O (S)-5-(1-methylcyclopropyl)-5-(3-oxo-3-(5-(trifluoromethyl)isoindolin-2-yl)propyl)imidazolidine-2,4-dione